N,N,N',N''-tetrakis(2-hydroxyethyl)-diethylenetriamine OCCN(CCN(CCNCCO)CCO)CCO